O[C@@H]1[C@H](O[C@H]([C@@H]1O)N1C2=NC=NC(=C2N=C1)N1CCOCC1)C1CC(C(C(C1)=O)=CNCCN1CCN(CC1)CCO)=O 5-((2R,3S,4R,5R)-3,4-dihydroxy-5-(6-morpholino-9H-purin-9-yl)tetrahydrofuran-2-yl)-2-(((2-(4-(2-hydroxyethyl)piperazin-1-yl)ethyl)amino)methylene)cyclohexane-1,3-dione